bromoethanamine hydrobromide CC(N)Br.Br